(E)-2-((5,7-dicyanobenzo[b]thiophen-3-yl)methylene)-3-oxobutanoic acid methyl ester COC(/C(/C(C)=O)=C/C=1C2=C(SC1)C(=CC(=C2)C#N)C#N)=O